O=C1N(CC2=CC(=CC=C12)CN1CCN(CC1)C1=CSC=C1)N1C(NC(CC1)=O)=O 1-(1-oxo-5-((4-(thiophen-3-yl)piperazin-1-yl)methyl)isoindolin-2-yl)dihydropyrimidine-2,4(1H,3H)-dione